ClC1=CC=C(CC2=C(C(=CC=3C4=CC(=CC=C4C(=CC23)C(=O)N)O)OC)OC)C=C1 (4-chlorobenzyl)-6-hydroxy-2,3-dimethoxyphenanthrene-9-carboxamide